(3R)-N-(8-chloro-3-methylpyrido[2,3-d]pyridazin-5-yl)-1-methylpiperidin-3-amine ClC=1N=NC(=C2C1N=CC(=C2)C)N[C@H]2CN(CCC2)C